S(C)(=O)(=O)O.S(C)(=O)(=O)O.NC=1C2=C(N=CN1)C(=CS2)C(=O)NC2=C1C=CN=C(C1=CC=C2C)NC2=C(C(=CC=C2)Cl)F 4-amino-N-(1-((3-chloro-2-fluorophenyl)amino)-6-methylisoquinolin-5-yl)thieno[3,2-d]pyrimidine-7-carboxamide bis-mesylate